ethyl 4-methoxycyclohexane-1-carboxylate COC1CCC(CC1)C(=O)OCC